(S)-2-(6-hydroxynaphthalen-2-yl)propionic acid OC=1C=C2C=CC(=CC2=CC1)[C@@H](C(=O)O)C